3-[2-(2,6-dioxo-3-piperidyl)-1,3-dioxo-isoindolin-5-yl]oxyazetidine-1-carboxylic acid tert-butyl ester C(C)(C)(C)OC(=O)N1CC(C1)OC=1C=C2C(N(C(C2=CC1)=O)C1C(NC(CC1)=O)=O)=O